(4-bromophenyl)-3-(difluoromethyl)-5-methyl-pyrazole BrC1=CC=C(C=C1)C=1C(=NNC1C)C(F)F